C1(=NC=CC2=CC=CC=C12)CC1(CCCCC1)C(=O)N (1-isoquinolin-1-yl-methyl)-cyclohexanecarboxylic acid-amide